C(#N)C=1C=NC(C(C(=O)N)C1)(OC)C1=CC=C(C=C1)N1C(CNCC1)CC1=NC=C(C=C1)F 5-cyano-2-(4-((5-fluoropyridin-2-yl)methylpiperazin-1-yl)phenyl)-2-methoxynicotinamide